OCCO\N=C(/C)\C1=NC(=NN1)C1=C(C2=NC(=C(C=C2N1C)Cl)OC)N1C=NC=C1 (E)-1-(3-(6-chloro-3-(1H-imidazol-1-yl)-5-methoxy-1-methyl-1H-pyrrolo[3,2-b]-pyridin-2-yl)-1H-1,2,4-triazol-5-yl)ethan-1-one O-(2-hydroxy-ethyl) oxime